C(#N)C1=CC=C(C=C1)C=1N=C2C(=NC1)N=C(S2)NC(=O)C=2C=NC(=CC2C2=C(C=CC=C2F)C#C)C N-(6-(4-cyanophenyl)thiazolo[4,5-b]pyrazin-2-yl)-4-(2-ethynyl-6-fluorophenyl)-6-methylpyridine-3-carboxamide